The molecule is a tripeptide consisting of AcTyrGlyGly with a (4-arsonophenyl)diazenyl group at the 3-position on the tyrosine phenyl ring. It is a monoazo compound, a tripeptide and an organoarsenic compound. CC(=O)N[C@@H](CC1=CC(=C(C=C1)O)N=NC2=CC=C(C=C2)[As](=O)(O)O)C(=O)NCC(=O)NCC(=O)O